4-(3-((4-aminopiperidin-1-yl)sulfonyl)phenyl)piperazine-1-carboxylic acid tert-butyl ester C(C)(C)(C)OC(=O)N1CCN(CC1)C1=CC(=CC=C1)S(=O)(=O)N1CCC(CC1)N